COC(C1=CC(=C(C=C1)OCCC)N)=O 3-amino-4-propoxybenzoic acid methyl ester